2-((1-(5-(4,4-difluoro-6-azaspiro[2.5]octan-6-yl)-9-methyl-[1,2,4]triazolo[4,3-c]quinazolin-7-yl)ethyl)amino)benzoic acid FC1(C2(CC2)CCN(C1)C1=NC=2C(=CC(=CC2C=2N1C=NN2)C)C(C)NC2=C(C(=O)O)C=CC=C2)F